C(C)(=O)C=1C=C(CN2N=CC3=C(C2=O)N(C2=C3SC(=N2)C)C)C=CC1 6-(3-acetylbenzyl)-2,4-dimethyl-4H-thiazolo[5',4':4,5]pyrrolo[2,3-d]pyridazin-5(6H)-one